CC1=CC=C(C=C1)S(=O)(=O)O.NC/C(/COC1=CC2=C(N=C(O2)NC(C)(C)C)C=C1)=C\F (E)-6-((2-(aminomethyl)-3-fluoroallyl)oxy)-N-(tert-butyl)benzo[d]oxazol-2-amine 4-methylbenzenesulfonate